(R)-{5-[1-cyclohexyl-5-(tetrahydro-pyran-4-yl)-1H-[1,2,4]triazol-3-yl]-pyridin-3-yl}-(1,3-dimethyl-azetidin-3-yl)-(4-isopropyl-phenyl)-methanol C1(CCCCC1)N1N=C(N=C1C1CCOCC1)C=1C=C(C=NC1)[C@@](O)(C1=CC=C(C=C1)C(C)C)C1(CN(C1)C)C